2,2-dimethylpropylamine CC(CN)(C)C